2-[2-[2-(4,4,5,5-tetramethyl-1,3,2-dioxaborolan-2-yl)phenoxy]ethyl]isoindoline-1,3-dione CC1(OB(OC1(C)C)C1=C(OCCN2C(C3=CC=CC=C3C2=O)=O)C=CC=C1)C